CN1N=NC(=C1NC(=O)O[C@H](C)C1=CC=CC=C1)C1CCN(CC1)C1=CC=C(C=C1)C1(CC1)C(=O)OC methyl 1-(4-{4-[1-methyl-5-({[(1R)-1-phenylethoxy]carbonyl}amino)-1H-1,2,3-triazol-4-yl]piperidin-1-yl}phenyl)cyclopropane-1-carboxylate